tert-butyl 4-cyano-4-(3,4-difluorophenyl)piperidine-1-carboxylate C(#N)C1(CCN(CC1)C(=O)OC(C)(C)C)C1=CC(=C(C=C1)F)F